NC1=C(C=CC(=C1)S(=O)(=O)N1CCN(CCC1)CCOC)NC(=O)C=1C=NC2=CC=CN=C2C1 N-(2-amino-4-(4-(2-methoxyethyl)-1,4-diazepan-1-ylsulfonyl)phenyl)-1,5-naphthyridine-3-carboxamide